C(C1=CC=CC=C1)OC(=O)N1[C@H]([C@@H]2O[C@@H]2C1)CC1=C(C(=CC=C1)Cl)F.COC1=CC=C(C=C1)C1C(N(CCO1)C(=O)NCCC(F)(F)F)(C)C |r| (4-methoxyphenyl)-3,3-dimethyl-N-(3,3,3-trifluoropropyl)morpholine-4-carboxamide rac-benzyl-(1S,2S,5R)-2-[(3-chloro-2-fluorophenyl)methyl]-6-oxa-3-azabicyclo[3.1.0]hexane-3-carboxylate